1-tert-butoxycarbonyl-4-[3-[[(1S)-1-tert-butoxycarbonyl-2-methyl-propyl]amino]propyl]piperidine-4-carboxylate C(C)(C)(C)OC(=O)N1CCC(CC1)(C(=O)[O-])CCCN[C@@H](C(C)C)C(=O)OC(C)(C)C